(E)-1-(4-methoxyphenyl)-3-(pyridin-2-ylamino)prop-2-en-1-one COC1=CC=C(C=C1)C(\C=C\NC1=NC=CC=C1)=O